N-(5-(4-(4-Aminoimidazo[2,1-f][1,2,4]triazin-7-yl)-1H-pyrazol-1-yl)-2-Fluoro-4-methylphenyl)-3-(trifluoromethyl)benzamide NC1=NC=NN2C1=NC=C2C=2C=NN(C2)C=2C(=CC(=C(C2)NC(C2=CC(=CC=C2)C(F)(F)F)=O)F)C